N-(1-isopropyl-1H-pyrazol-4-yl)-1H-indazole-3-carboxamide C(C)(C)N1N=CC(=C1)NC(=O)C1=NNC2=CC=CC=C12